C(C)OC(=O)C=1C=NN2C1N=C(C=C2)N(CCO)CC2=C(C=CC(=C2)F)OCCNC(=O)OC(C)(C)C.C[Si](N(C(C)=O)C2CCCCC2)(N(C(C)=O)C2CCCCC2)N(C(C)=O)C2CCCCC2 methyltri(N-cyclohexylacetamido)silane ethyl-5-((2-(2-((tert-butoxycarbonyl)amino)ethoxy)-5-fluorobenzyl)(2-hydroxyethyl)amino)pyrazolo[1,5-a]pyrimidine-3-carboxylate